lithium citrate salt C(CC(O)(C(=O)[O-])CC(=O)[O-])(=O)[O-].[Li+].[Li+].[Li+]